C=1N=CN2C1C1=CC=CC=C1C2C2COCCC2O 3-(5H-imidazo[5,1-a]isoindol-5-yl)-tetrahydro-2H-pyran-4-ol